C12C(CC(CC1)C2)C=2C=C(C=C(C2)C2C1CCC(C2)C1)C=1C(=C(C2=C(C3=CC=CC=C3C(=C2C1)NC1=CC(=CC(=C1)C(C)(C)C)C(C)(C)C)NC1=CC(=CC(=C1)C(C)(C)C)C(C)(C)C)C1=CC(=CC(=C1)C1C2CCC(C1)C2)C2C1CCC(C2)C1)C1=CC=CC=C1 bis{3,5-bis(2-bicyclo[2.2.1]heptyl)phenyl}-N,N'-bis(3,5-di-tert-butylphenyl)-2-phenylanthracene-9,10-diamine